(S)-2-(4-(4-(difluoromethoxy)pyrazolo[1,5-a]pyridin-2-yl)-1,4,6,7-tetrahydro-5H-imidazo[4,5-c]pyridin-5-yl)-5-(difluoromethyl)-1,3,4-oxadiazole FC(OC=1C=2N(C=CC1)N=C(C2)[C@H]2N(CCC1=C2N=CN1)C=1OC(=NN1)C(F)F)F